tert-Butyl-(3R,4R)-3-hydroxy-4-((S)-5H-imidazo[5,1-a]isoindol-5-yl)piperidin-1-carboxylat C(C)(C)(C)OC(=O)N1C[C@@H]([C@H](CC1)[C@@H]1N2C(C3=CC=CC=C13)=CN=C2)O